6-(4,6-Difluoropyridin-3-yl)-5-((2,4,6-trifluorobenzyl)thio)thiazolo[4,5-d]pyrimidin-7(6H)-one FC1=C(C=NC(=C1)F)N1C(=NC2=C(C1=O)SC=N2)SCC2=C(C=C(C=C2F)F)F